N1,N3-Diphenyl-4,6-bis(3-tosylureido)benzol C1(=CC=CC=C1)N(C(=O)N(S(=O)(=O)C1=CC=C(C)C=C1)C1=CC=CC=C1)C1=CC=CC(=C1)NC(=O)NS(=O)(=O)C1=CC=C(C)C=C1